6-(2-(methylsulfonyl)pyrimidin-5-yl)-N-(prop-2-yn-1-yl)hex-5-ynamide CS(=O)(=O)C1=NC=C(C=N1)C#CCCCC(=O)NCC#C